2-(1,3-dioxolan-2-yl)-3-[(4-methoxyphenyl)methoxy]aniline O1C(OCC1)C1=C(N)C=CC=C1OCC1=CC=C(C=C1)OC